C1(CC1)C(OCNC(CNC(OCC1C2=CC=CC=C2C=2C=CC=CC12)=O)=O)C(=O)O 10-cyclopropyl-1-(9H-fluoren-9-yl)-3,6-dioxo-2,9-dioxa-4,7-diazaundecan-11-oic acid